NC1=CC=C(OC2(C(C(C2(F)F)(F)F)(F)F)OC2=CC=C(C=C2)N)C=C1 bis(4-aminophenoxy)hexafluorocyclobutane